(tert-butoxycarbonyl)-7-formyl-3'-methyl-2H-spiro[benzofuran-3,4'-piperidine]-6-carboxylic acid C(C)(C)(C)OC(=O)N1CC(C2(CC1)COC1=C2C=CC(=C1C=O)C(=O)O)C